Cl.Cl.FC1=C(C=CC=C1)N1C(=NN=C1C1=NC=CC=C1)C1CC(C1)N (1S,3r)-3-(4-(2-fluorophenyl)-5-(pyridin-2-yl)-4H-1,2,4-triazol-3-yl)cyclobutan-1-amine dihydrochloride